6-cyclopropyl-3-fluoro-4-[(2-fluoro-4-iodophenyl)amino]-1-methyl-8-(3-nitrophenyl)pyrido[2,3-d]pyridazine-2,5-dione C1(CC1)N1N=C(C2=C(C1=O)C(=C(C(N2C)=O)F)NC2=C(C=C(C=C2)I)F)C2=CC(=CC=C2)[N+](=O)[O-]